COC(=O)C=1C=C2C(=NC1)C(=NN2C)N 1-Methyl-3-amino-pyrazolo[4,5-b]pyridine-6-carboxylic acid methyl ester